ClC1=NN(C(=C1)C)C1=CC=C(C=C1)CN (4-(3-chloro-5-methyl-1H-pyrazol-1-yl)phenyl)methylamine